4-{2-[4-(2-(4-ethyl-3-oxopiperazin-1-yl)ethoxy)phenyl]quinolin-6-yl}-6-methyl-1-tosyl-1H-pyrrolo[2,3-c]pyridin-7(6H)-one C(C)N1C(CN(CC1)CCOC1=CC=C(C=C1)C1=NC2=CC=C(C=C2C=C1)C=1C2=C(C(N(C1)C)=O)N(C=C2)S(=O)(=O)C2=CC=C(C)C=C2)=O